(S)-3-Methoxy-N-(1-methoxypropan-2-yl)-1-(4-(trifluoromethyl)piperidin-1-yl)isoquinoline-6-carboxamide COC=1N=C(C2=CC=C(C=C2C1)C(=O)N[C@H](COC)C)N1CCC(CC1)C(F)(F)F